O1CCN(CC1)C(CC1=CC(=C(C=C1)[N+](=O)[O-])N1CCCCC1)=O 1-morpholino-2-(4-nitro-3-(piperidin-1-yl)phenyl)ethan-1-one